C1=CC=C(C=C1)C(=O)/C(=C/O)/O dihydroxycinnamaldehyde